[Cl-].CC1=CC=C(C=2SC3=CC=CC=C3C(C12)=O)OCCC[N+](C)(C)C 3-(1-Methyl-9-oxo-9H-thioxanthene-4-yloxy)-N,N,N-trimethyl-1-propaneaminium chloride